4-[(3R)-3-methylmorpholin-4-yl]-6-[2-[3-(trifluoromethyl)phenyl]pyrrolidin-1-yl]-1H-pyridin-2-one C[C@H]1N(CCOC1)C1=CC(NC(=C1)N1C(CCC1)C1=CC(=CC=C1)C(F)(F)F)=O